4-(6-bromo-4-fluoro-5-(methoxymethoxy)isoindolin-2-yl)-4-oxobutanoic acid ethyl ester C(C)OC(CCC(=O)N1CC2=CC(=C(C(=C2C1)F)OCOC)Br)=O